(6-(tert-butoxy)hexyl)(methyl)silanediyl(4-(4-(tert-butyl)phenyl)-2-methyl-1,5,6,7-tetrahydro-s-indacen-1-yl)(4-(4-(tert-butyl)phenyl)-2-methyl-1H-inden-1-yl)Zirconium Dichloride [Cl-].[Cl-].C(C)(C)(C)OCCCCCC[Si](=[Zr+2](C1C(=CC2=C(C=CC=C12)C1=CC=C(C=C1)C(C)(C)C)C)C1C(=CC2=C(C=3CCCC3C=C12)C1=CC=C(C=C1)C(C)(C)C)C)C